C(CCCCC)(=O)CO caproylmethyl alcohol